(E)-N-(4-chlorobenzyl)-2-cyano-3-(1H-pyrrolo[2,3-b]pyridin-3-yl)acrylamide ClC1=CC=C(CNC(\C(=C\C2=CNC3=NC=CC=C32)\C#N)=O)C=C1